3-bromodibenzo[b,d]furan-4-carboxylic acid BrC=1C=CC2=C(OC3=C2C=CC=C3)C1C(=O)O